(3S,4R)-1-[4-[2-(5-methyl-1,3,4-oxadiazol-2-yl)-4-pyridyl]phenyl]sulfonyl-4-[[3-methyl-5-(trifluoromethyl)-2-pyridyl]amino]piperidin-3-ol CC1=NN=C(O1)C1=NC=CC(=C1)C1=CC=C(C=C1)S(=O)(=O)N1C[C@@H]([C@@H](CC1)NC1=NC=C(C=C1C)C(F)(F)F)O